2-(3-(((((1R,2S,5R)-2-carbamoyl-7-oxo-1,6-diazabicyclo[3.2.1]octan-6-yl)oxy)sulfonyl)oxy)-2,2-dimethylpropyl)phenyl acetate C(C)(=O)OC1=C(C=CC=C1)CC(COS(=O)(=O)ON1[C@@H]2CC[C@H](N(C1=O)C2)C(N)=O)(C)C